trifluoro-1-(2-fluoro-5-methylphenyl)propan-1-one FC(CC(=O)C1=C(C=CC(=C1)C)F)(F)F